3-(1-(5-cyano-6-((S)-2-methylazetidine-1-yl)-4-(trifluoromethyl)pyridin-2-yl)pyrrolidin-3-yl)propionic acid C(#N)C=1C(=CC(=NC1N1[C@H](CC1)C)N1CC(CC1)CCC(=O)O)C(F)(F)F